4-((tert-butyldiphenylsilyl)oxy)-3-fluoro-1-(3-methyloxetan-3-yl)piperidine [Si](C1=CC=CC=C1)(C1=CC=CC=C1)(C(C)(C)C)OC1C(CN(CC1)C1(COC1)C)F